ClC1=CC(=C(C=C1)C1(OC2=C(O1)C=CC=C2C2CCN(CC2)CC=2N(C(=CN2)/C=C/C(=O)O)C[C@H]2COCC2)C)F (E)-3-(2-((4-(2-(4-chloro-2-fluorophenyl)-2-methylbenzo[d][1,3]dioxol-4-yl)piperidin-1-yl)methyl)-1-(((S)-tetrahydrofuran-3-yl)methyl)-1H-imidazol-5-yl)acrylic acid